N-[(4,5-dimethylthiophen-2-yl)methyl]-1-[5-(pyridin-4-yl)-1H-pyrazole-3-carbonyl]piperidine-4-carboxamide CC=1C=C(SC1C)CNC(=O)C1CCN(CC1)C(=O)C1=NNC(=C1)C1=CC=NC=C1